The molecule is a 3-phenylprop-2-enal that has Z configuration. It has a role as a volatile oil component. It is a member of cinnamaldehydes and a 3-phenylprop-2-enal. C1=CC=C(C=C1)/C=C\\C=O